quinoxaline-2-carboxylic acid [1-benzyl-4-(4,4-difluoro-1-hydroxy-cyclohexyl)-2-hydroxy-4-hydroxycarbamoyl-butyl] amide C(C1=CC=CC=C1)C(C(CC(C(NO)=O)C1(CCC(CC1)(F)F)O)O)NC(=O)C1=NC2=CC=CC=C2N=C1